CC(C)(C)[S@](=O)N[C@H](C#C)C1=C(C(=CC=C1)C(F)(F)F)C (S)-2-methyl-N-[(1R)-1-[2-methyl-3-(trifluoromethyl)phenyl]prop-2-yn-1-yl]propane-2-sulfinamide